hydroxymethyl-tetrahydro-pyran OCC1OCCCC1